COC=1C=C(C=CC1)C(CCCCC)O 1-(3-methoxyphenyl)hexan-1-ol